N[C@@H](CCOC1=C(CN2C3=NC=NC(=C3N=C2)N)C(=CC(=C1)Cl)C)COC (S)-9-(2-(3-amino-4-methoxybutoxy)-4-chloro-6-methylbenzyl)-9H-purin-6-amine